N1N=CC2=CC=CN=C12 1H-7-azaindazole